8-(2,4-Dichlorophenyl)-9-(4-((1-(3,3-difluoropropyl)azetidin-3-yl)methyl)phenyl)-6,7-dihydro-5H-benzo[7]annulen ClC1=C(C=CC(=C1)Cl)C=1CCCC2=C(C1C1=CC=C(C=C1)CC1CN(C1)CCC(F)F)C=CC=C2